C(C(=O)O)(=O)O.OCC(=O)[C@@H](O)[C@H](O)[C@H](O)CO fructose oxalate